C(C)OC(=O)C1CN(CCC1)C(NC1=C2CCCC2=CC=2CCCC12)=O 1-((1,2,3,5,6,7-Hexahydro-s-indacen-4-yl)carbamoyl)piperidine-3-carboxylic acid ethyl ester